FC(C(C(F)(F)F)(OC)C=1C=C(C=C(C1)C(C(F)(F)F)(C(F)(F)F)OC)[B])(F)F [3,5-bis(1,1,1,3,3,3-hexafluoro-2-methoxy-2-propyl)phenyl]boron